C(C1=CC=CC=C1)OC1=CC(=NC(=C1C(=O)OCC)C)Cl ethyl 4-(benzyloxy)-6-chloro-2-methylnicotinate